NC1=C(C=CC(=N1)NC(CNC(OC(C)(C)C)=O)=O)\N=N\C1=C(C=CC=C1)OC(=O)OCC(C)C tert-butyl (E)-(2-((6-amino-5-((2-((isobutoxycarbonyl)oxy) phenyl)diazenyl)pyridin-2-yl)amino)-2-oxoethyl)carbamate